C(C)(C)N1C(N(C=2N=NC=3C=CC(=CC3C21)C=2C=NC(=CC2)COCCN2[C@H](CCC2)C)C)=O (S)-1-isopropyl-3-methyl-8-(6-((2-(2-methylpyrrolidin-1-yl)ethoxy)methyl)pyridin-3-yl)-1H-imidazo[4,5-c]cinnolin-2(3H)-one